7-(2-cyano-3-(diethylamino)-3-oxoprop-1-en-1-yl)-3,4-dihydroisoquinolin C(#N)C(=CC1=CC=C2CCN=CC2=C1)C(=O)N(CC)CC